hexadecanethiol antimony [Sb].C(CCCCCCCCCCCCCCC)S